rac-(3r,4s)-3-fluoro-4-[(6-fluoro-1H-benzoimidazol-5-yl)amino]pyrrolidine-1-carboxylic acid tert-butyl ester C(C)(C)(C)OC(=O)N1C[C@H]([C@H](C1)NC1=CC2=C(NC=N2)C=C1F)F |r|